BrC1=CN=C2SC(=NN21)C2=CC=C(C(=O)O)C=C2 4-(5-bromoimidazo[2,1-b][1,3,4]thiadiazole-2-yl)benzoic acid